(S)-1-(4-(2-(2-methylpiperidin-1-yl)-4-(trifluoromethyl)benzyl)piperazine-1-carbonyl)-1H-pyrazole-3-carboxylic acid C[C@@H]1N(CCCC1)C1=C(CN2CCN(CC2)C(=O)N2N=C(C=C2)C(=O)O)C=CC(=C1)C(F)(F)F